4-((3-(5-cyclopropyl-1H-pyrazol-3-yl)imidazo[1,2-b]pyridazin-6-yl)amino)bicyclo[2.2.1]heptan-1-ol C1(CC1)C1=CC(=NN1)C1=CN=C2N1N=C(C=C2)NC21CCC(CC2)(C1)O